N1=C(C=CC=C1C=1OC(=NN1)C1=CC(=CC=C1)C1=NN=C(O1)C1=CC=CC(=N1)C1=NC=CC=C1)C1=NC=CC=C1 1,3-bis[2-(2,2'-bipyridin-6-yl)-1,3,4-oxadiazol-5-yl]Benzene